6,6-difluoro-3-nitro-5,6,7,8-tetrahydroquinoline FC1(CC=2C=C(C=NC2CC1)[N+](=O)[O-])F